C(C1=CC=CC=C1)OC(=O)N1C[C@H]2C([C@H]2C1)C1=CN2C(=NC(=CC2=O)OS(=O)(=O)CC2=CC=CC=C2)S1 (1R,5S)-6-(5-keto-7-toluenesulfonyloxy-thiazolo[3,2-a]pyrimidin-2-yl)-3-azabicyclo[3.1.0]hexane-3-carboxylic acid benzyl ester